3,5-dibromo-4-nitrosobenzenesulfonic acid Sodium Salt [Na+].BrC=1C=C(C=C(C1N=O)Br)S(=O)(=O)[O-]